FC=1C=C2CN(CC2=CC1)C(=O)NC1=CC=C(C=C1)C12CCC(CC1)(CC2)NC(C(C)(C)O)=O 5-fluoro-N-(4-(4-(2-hydroxy-2-methylpropanamido)bicyclo[2.2.2]octan-1-yl)phenyl)isoindoline-2-carboxamide